C1(=C(C=CC=C1)C1=C(C2=C(SC3=C2C=CC=C3)C=C1)C1=NN=NC(=C1C1=C(C(=CC=3C2=CC=CC=C2CC13)C)C)C1=CC=CC=C1)C1=CC=CC=C1 biphenylyl[phenyl(dimethylfluorenyl)triazineyl]dibenzothiophene